(3S,4R,5R)-2-Acetoxy-5-(3-((benzyloxy)methyl)-2,4-dioxo-3,4-dihydropyrimidin-1(2H)-yl)-4-(methoxy-d3)tetrahydrofuran-3-ylbenzoate C(C)(=O)OC1O[C@H]([C@@H]([C@@H]1OC(C1=CC=CC=C1)=O)OC([2H])([2H])[2H])N1C(N(C(C=C1)=O)COCC1=CC=CC=C1)=O